N-(2-chloroacetyl)phenylalaninate ClCC(=O)N[C@@H](CC1=CC=CC=C1)C(=O)[O-]